COC1=CC=C(C=C1)C1=CC(SS1)=S 5-(4-methoxyphenyl)-3H-1,2-dithiol-3-thione